4-phenyl-2-(4-methoxyphenyl)-6-(trifluoromethyl)pyridine C1(=CC=CC=C1)C1=CC(=NC(=C1)C(F)(F)F)C1=CC=C(C=C1)OC